2-(5-(3-(1-(8-Amino-1-(3-(3-ethoxy-3-oxopropyl)phenyl)-7-hydroxy-6,6-dimethyloctyl)-1H-pyrazol-3-yl)-4-fluorophenoxy)-6-fluoro-1-tosyl-1H-indol-4-yl)acetic acid NCC(C(CCCCC(C1=CC(=CC=C1)CCC(=O)OCC)N1N=C(C=C1)C=1C=C(OC=2C(=C3C=CN(C3=CC2F)S(=O)(=O)C2=CC=C(C)C=C2)CC(=O)O)C=CC1F)(C)C)O